ethyl 5-amino-1-(4-fluoro-2-hydroxy-phenyl)pyrazole-4-carboxylate NC1=C(C=NN1C1=C(C=C(C=C1)F)O)C(=O)OCC